(5-chloro-2-((5-cyanopyridin-3-yl)methoxy)-4-((1-(2,3-dihydrobenzo[b][1,4]dioxin-6-yl)-2-oxo-1,2-dihydropyridin-3-yl)methoxy)benzyl)-D-serine ClC=1C(=CC(=C(CN[C@H](CO)C(=O)O)C1)OCC=1C=NC=C(C1)C#N)OCC=1C(N(C=CC1)C1=CC2=C(OCCO2)C=C1)=O